5-[2,5-bis(difluoromethoxy)phenyl]-1-[[2-(trimethylsilyl)ethoxy]methyl]-1H-pyrazol-4-amine FC(OC1=C(C=C(C=C1)OC(F)F)C1=C(C=NN1COCC[Si](C)(C)C)N)F